((2-hydroxy-5-chlorophenyl)diazenyl)naphthalene-2-ol OC1=C(C=C(C=C1)Cl)N=NC1=C(C=CC2=CC=CC=C12)O